CSC=1N=CC2=C(N1)N(C(C(=C2)C2=CC=CC=C2)=O)C=2C=C(C=CC2)NC(OC(C)(C)C)=O tert-butyl (3-(2-(methylthio)-7-oxo-6-phenylpyrido[2,3-d]pyrimidin-8(7H)-yl)phenyl)carbamate